6-(3-Fluoro-5-isobutoxyphenyl)-N-(3-hydroxypyrrolidin-1-yl)sulfonyl-2-[(4S)-2,2,4-trimethylpyrrolidin-1-yl]pyridin-3-carboxamid FC=1C=C(C=C(C1)OCC(C)C)C1=CC=C(C(=N1)N1C(C[C@@H](C1)C)(C)C)C(=O)NS(=O)(=O)N1CC(CC1)O